N1(C=CC2=CC=CC=C12)C1=NC(=NC=C1NC)NC=1C(=CC(=C(C1)NC(C=C)=O)N(C)CCN(C)C)OC N-(5-(4-(1H-Indol-1-yl)-5-(methylamino)pyrimidin-2-ylamino)-2-((2-(dimethylamino)ethyl)(methyl)amino)-4-methoxyphenyl)acrylamide